O=C1N(C(C2=CC=CC=C12)=O)C[C@H](CNC(OCC1=CC=CC=C1)=O)NC(OC(C)(C)C)=O (S)-benzyl tert-butyl (3-(1,3-dioxoisoindolin-2-yl)propane-1,2-diyl)dicarbamate